3-chloro-N-[(1S,3R)-3-(hydrazinocarbonyl)cyclohexyl]-N-methyl-benzamide ClC=1C=C(C(=O)N(C)[C@@H]2C[C@@H](CCC2)C(=O)NN)C=CC1